C(CCC)C1=C(C=CC=C1)NC(NC1=C(C=CC=C1)CCCC)=O di(butylphenyl)urea